FC1=CC=C(COC=2C=C(C=CC2NS(=O)(=O)CC(F)(F)F)C2=NNC(=C2C(=O)N)NC=2C=NC(=CC2)C(F)(F)F)C=C1 3-(3-((4-fluorobenzyl)oxy)-4-((2,2,2-trifluoroethyl)sulfonamido)phenyl)-5-((6-(trifluoromethyl)pyridin-3-yl)amino)-1H-pyrazole-4-carboxamide